5-bromo-1H-benzo[d]imidazole-7-carboxylic acid methyl ester COC(=O)C1=CC(=CC2=C1NC=N2)Br